FC=1C=C(C=CC1F)B1OB(OB(O1)C1=CC(=C(C=C1)F)F)C1=CC(=C(C=C1)F)F 2,4,6-tris(3,4-difluorophenyl)boroxine